NC=1C(=C(C=C2C=C(N=CC12)NC(OC1COCC1C)=O)C1=C(C2=C(OCCN2)N=C1)CC)F 4-Methyltetrahydrofuran-3-yl (8-amino-6-(8-ethyl-2,3-dihydro-1H-pyrido[2,3-b][1,4]oxazin-7-yl)-7-fluoroisoquinolin-3-yl)carbamate